C[C@H]1CN(CCN1C)C1=C(C=C(C=C1)N1N=NC(=C1)C(NCCCN1CCOCC1)=O)NC(=O)C1=CNC(C=C1C(F)(F)F)=O (S)-N-(2-(3,4-dimethylpiperazin-1-yl)-5-(4-((3-morpholinopropyl)carbamoyl)-1H-1,2,3-triazol-1-yl)phenyl)-6-oxo-4-(trifluoromethyl)-1,6-dihydropyridine-3-carboxamide